Methyl-2-((4-chloro-2-fluorophenoxy)methyl)-6-(piperidin-4-yloxy)pyridine CC=1C(=NC(=CC1)OC1CCNCC1)COC1=C(C=C(C=C1)Cl)F